5-((4-(4-(1,3-dioxolan-2-yl)piperidin-1-yl)-3-fluorophenyl)amino)-3-(methylsulfanyl)-1,2,4-triazine-6-carboxamide O1C(OCC1)C1CCN(CC1)C1=C(C=C(C=C1)NC=1N=C(N=NC1C(=O)N)SC)F